C(C)(C)(C)OC(NC1=NC(=NC=C1)C1C(C1)C=O)=O (2-(2-Formyl-cyclopropyl)pyrimidin-4-yl)carbamic acid tert-butyl ester